N-((5-Chloro-7-(methoxycarbamoyl)-benzofuran-2-yl)-methyl)pyrazolo-[1,5-a]pyrimidine ClC=1C=C(C2=C(C=C(O2)CN2CC=C3N2C=CC=N3)C1)C(NOC)=O